methyl 4-cyclopropoxy-1-[6-(2-hydroxyphenyl)pyridazin-4-yl]piperidine-4-carboxylate C1(CC1)OC1(CCN(CC1)C1=CN=NC(=C1)C1=C(C=CC=C1)O)C(=O)OC